N-(tridecylmethoxycarbonyl)-L-valine C(CCCCCCCCCCCC)COC(=O)N[C@@H](C(C)C)C(=O)O